C(C)(C)(C)OC(NC1CC(=CCC1)C1=C2C(=C(NC2=C(C(=C1F)F)C(N)=O)C)Cl)=O (3-(7-carbamoyl-3-chloro-5,6-difluoro-2-methyl-1H-indol-4-yl)cyclohex-3-en-1-yl)carbamic acid tert-butyl ester